6-Bromo-3-[8-methoxy-2-[(4-methoxyphenyl)methyl]-4-methyl-1-oxo-3,4-dihydroisoquinolin-6-yl]-2-methylindazole-4-carbonitrile BrC=1C=C(C2=C(N(N=C2C1)C)C=1C=C2C(CN(C(C2=C(C1)OC)=O)CC1=CC=C(C=C1)OC)C)C#N